ClC1=C(C(=NC=C1)C(F)(F)F)C(=O)OC methyl 4-chloro-2-(trifluoromethyl)pyridine-3-carboxylate